pyridin-3-ylmethyl-4-(4-(4-fluorophenylsulphonamido)benzoyl)piperazine N1=CC(=CC=C1)CN1CCN(CC1)C(C1=CC=C(C=C1)NS(=O)(=O)C1=CC=C(C=C1)F)=O